(R)-2-(3-cyano-6-methyl-4-(trifluoromethyl)pyridin-2-ylamino)-N-methyl-N-m-tolyl-3-(tritylthio)propanamide C(#N)C=1C(=NC(=CC1C(F)(F)F)C)N[C@H](C(=O)N(C=1C=C(C=CC1)C)C)CSC(C1=CC=CC=C1)(C1=CC=CC=C1)C1=CC=CC=C1